C1(C=CC(N1CC(=O)ON1C(CCC1=O)=O)=O)=O N-maleimidoacetoxysuccinimide